(3-(1-methyl-1H-imidazol-4-yl)-1-(4-(trifluoromethyl)phenyl)-1H-pyrrolo[2,3-b]pyridin-5-yl)acrylamide CN1C=NC(=C1)C1=CN(C2=NC=C(C=C21)C(C(=O)N)=C)C2=CC=C(C=C2)C(F)(F)F